(1S)-6-ethyl-N-{(1R)-1-[5-(2-methoxyquinolin-3-yl)-1H-imidazol-2-yl]-2-[(4-oxohexyl)oxy]ethyl}-6-azaspiro[2.5]octane-1-carboxamide C(C)N1CCC2(C[C@@H]2C(=O)N[C@@H](COCCCC(CC)=O)C=2NC(=CN2)C=2C(=NC3=CC=CC=C3C2)OC)CC1